1-(1-((4S)-3,3-difluoro-tetrahydropyran-4-yl)-1H-triazol-4-yl)-methane FC1(COCC[C@@H]1N1N=NC(=C1)C)F